NC1=NN=C(C2=CC(=CC=C12)C=1C=C(C=C(C1)C(F)(F)F)B(O)O)C [3-(1-amino-4-methylphthalazin-6-yl)-5-(trifluoromethyl)phenyl]boronic acid